N1(C=NC=C1)C1=CC(=CC(=N1)C(=O)NC1CCC(CC1)C)OC 6-(1H-imidazol-1-yl)-4-methoxy-N-(4-methylcyclohexyl)pyridineamide